[3,5-dichloro-4-[(2-oxo-1,3,4,5-tetrahydro-1-benzazepin-7-yl)oxy]phenyl]-3,5-dioxo-1,2,4-triazine-6-carbonitrile ClC=1C=C(C=C(C1OC=1C=CC2=C(CCCC(N2)=O)C1)Cl)N1NC(NC(C1C#N)=O)=O